2-(naphthalen-1-yl)acetamide (2-(naphthalen-1-yl) acetate) C1(=CC=CC2=CC=CC=C12)CC(=O)O.C1(=CC=CC2=CC=CC=C12)CC(=O)N